BrCC1=CC(=NC=C1)CNC(OC(C)(C)C)=O tert-Butyl [4-(bromomethyl)pyridin-2-yl]methylcarbamate